(3-amino-3,4-dihydroquinolin-1(2H)-yl)(2-(1-ethyl-1H-pyrrolo[2,3-b]pyridin-2-yl)-7-methoxy-1-methyl-1H-benzo[d]imidazol-5-yl)methanone NC1CN(C2=CC=CC=C2C1)C(=O)C1=CC2=C(N(C(=N2)C2=CC=3C(=NC=CC3)N2CC)C)C(=C1)OC